BrC1=CC=C(C(=N1)C(=O)[O-])F 6-bromo-3-fluoropyridine-2-carboxylate